[4-(2-hydroxy-ethylsulfanyl)-phenyl]-(4-methoxy-phenyl)-methanone OCCSC1=CC=C(C=C1)C(=O)C1=CC=C(C=C1)OC